S1C=C(C=C1)C1=CC=C2N(CC(NC2=C1)=O)C(C1=CC(=C(C(=C1)OC)OC)OC)=O 7-(thiophen-3-yl)-4-(3,4,5-trimethoxybenzoyl)-3,4-dihydroquinoxalin-2(1H)-one